CC1=C(C(=NC=2N1C(NN2)=O)N2CC=1C=C(C=NC1CC2)C(F)(F)F)C 5,6-dimethyl-7-[3-(trifluoromethyl)-7,8-dihydro-5H-1,6-naphthyridin-6-yl]-2H-[1,2,4]triazolo[4,3-a]pyrimidin-3-one